CN[C@@H](C(=O)O)CC=C (R)-2-(methylamino)pent-4-enoic acid